N1C=CC2=C(C=CC=C12)C=1C(NC=C(C1)NC1=CC=C(C=C1)[N+](=O)[O-])=O 3-(1H-indol-4-yl)-5-((4-nitrophenyl)amino)pyridin-2(1H)-one